C1(=CC=CC=C1)OP(=O)(OC1=CC=CC=C1)C(CC(=O)C1=CC=C(C=C1)OC)(CC)C(F)(F)F 3-(diphenylphosphono)-1-(4-methoxyphenyl)-3-(trifluoromethyl)pentan-1-one